OCC1=C2C=CNC2=CC=C1OC=1C=C(C(N)=N)C=CC1 3-((4-(hydroxymethyl)-1H-indol-5-yl)oxy)benzimidamide